6-[(1-cyanocyclopropyl)methoxy]-1-methyl-4-[4-methyl-4-(5-methyl-1,3-benzoxazol-2-yl)piperidin-1-yl]-2-oxo-1,2-dihydroquinoline-3-carbonitrile C(#N)C1(CC1)COC=1C=C2C(=C(C(N(C2=CC1)C)=O)C#N)N1CCC(CC1)(C=1OC2=C(N1)C=C(C=C2)C)C